1-(4-methoxyphenyl)-2-methyl-2-propylamine hydroiodide I.COC1=CC=C(C=C1)CC(C)(C)N